ClC1=CC=C(C=N1)CNC(=O)C1CN(C(C1)=O)C1CCC1 N-[(6-chloropyridin-3-yl)methyl]-1-cyclobutyl-5-oxopyrrolidine-3-carboxamide